O=C1N(CCC(N1)=O)C1=C2C=C(N(C2=CC=C1)C)C1CCN(CC1)C(=O)OC(C)(C)C tert-Butyl 4-(4-(2,4-dioxotetrahydropyrimidin-1(2H)-yl)-1-methyl-1H-indol-2-yl)piperidine-1-carboxylate